C(C(C)C)C=1C=C(C=CC1)B(O)O (3-isobutylphenyl)boronic acid